cobalt disilicon [Si].[Si].[Co]